C1(CC1)C[C@@H](C(=O)N1C[C@]2(C[C@H]1C(=O)N)C(NC1=C(O2)C=CC=N1)=O)N(C([C@H](C)NC1=NC=NC2=CC=CC=C12)=O)C (2R,5'S)-1'-((S)-3-cyclopropyl-2-((S)-N-methyl-2-(quinazolin-4-ylamino)propanamido)propanoyl)-3-oxo-3,4-dihydrospiro[pyrido[3,2-b][1,4]oxazine-2,3'-pyrrolidine]-5'-carboxamide